diethyl 1-(4-ethylphenyl)-1,3-dihydro-2H-cyclopenta[b]benzofuran-2,2-dicarboxylate C(C)C1=CC=C(C=C1)C1C(CC=2OC3=C(C21)C=CC=C3)(C(=O)OCC)C(=O)OCC